C12(CC3CC(CC(C1)C3)C2)NC(=O)C=2N=C(OC2C2=CC=C(C=C2)C#C[Si](C)(C)C)C N-((3s,5s,7s)-adamantan-1-yl)-2-methyl-5-(4-((trimethylsilyl)ethynyl)phenyl)oxazole-4-carboxamide